The molecule is a monocarboxylic acid that is oxoacetic acid substituted by a (2,6-dimethylphenyl)(2-methoxyethyl)amino group at position 2. It has a role as a marine xenobiotic metabolite. It is a monocarboxylic acid, an aromatic amide and an ether. CC1=C(C(=CC=C1)C)N(CCOC)C(=O)C(=O)O